2,4-dichloro-6-allyloxy-1,3,5-triazine ClC1=NC(=NC(=N1)Cl)OCC=C